O=C(C(=O)OCC)N1[C@H](CC[C@@H](C1)C)C=1C=CC2=CN(N=C2C1)C1CCN(CC1)C ethyl 2-oxo-2-[(2R,5S)-5-methyl-2-[2-(1-methyl-4-piperidyl) indazol-6-yl]-1-piperidyl]acetate